(2-hydroxy-2,3-dihydro-1H-inden-4-yl)-3-iodo-6-methoxy-1H-pyrazolo[4,3-b]pyridine-1-carboxylic acid tert-butyl ester C(C)(C)(C)OC(=O)N1N=C(C2=NC(=C(C=C21)OC)C2=C1CC(CC1=CC=C2)O)I